anti-homocitrulline N[C@@H](CCCCNC(=O)N)C(=O)O